C/C(/C(C)=O)=C\[C@H]1C(=CCCC1(C)C)C |r| (+-)-(3E)-3-methyl-4-(2,6,6-trimethyl-2-cyclohexen-1-yl)-3-buten-2-one